BrC=1N=C(N(C1C)C)C1CCOCC1 4-bromo-1,5-dimethyl-2-tetrahydropyran-4-yl-imidazole